FC=1C=C2NC(C=3N(C2=C(C1C=1C=CC=C2C(=CNC12)C1COCC1)C)C(=NN3)C)(C)C 7-fluoro-1,4,4,9-tetramethyl-8-(3-tetrahydro-furan-3-yl-1H-indol-7-yl)-5H-[1,2,4]triazolo[4,3-a]quinoxaline